1-[6-[6-[(6-methylpyridazin-3-yl)amino]benzimidazol-1-yl]-2-[3-(trifluoromethyl)-4,5,6,7-tetrahydropyrazolo[4,3-c]pyridin-1-yl]-3-pyridinyl]ethanone CC1=CC=C(N=N1)NC=1C=CC2=C(N(C=N2)C2=CC=C(C(=N2)N2N=C(C=3CNCCC32)C(F)(F)F)C(C)=O)C1